ClC=1C=C(C(=NC1)N1C([C@@H](N(C(C1)=O)CC1=CC=C(C=C1)C)C1COC1)=O)C (S)-1-(5-chloro-3-methyl-pyridin-2-yl)-4-(4-methyl-benzyl)-3-(oxetan-3-yl)piperazine-2,5-dione